OCCN1CCN(CC1)CCNC=C1CN=C2C=CC(=CC2=C1)C(F)(F)F 3-(((2-(4-(2-hydroxyethyl)piperazin-1-yl)ethyl)amino)methylene)-6-(trifluoromethyl)quinoline